2-(2-(2-((2-(2,6-dioxopiperidin-3-yl)-1,3-dioxoisoindolin-4-yl) oxy) acetamido) ethoxy)-ethyl methanesulfonate CS(=O)(=O)OCCOCCNC(COC1=C2C(N(C(C2=CC=C1)=O)C1C(NC(CC1)=O)=O)=O)=O